C1(CC1)C(=O)NC1=CC(=C(N=N1)C(=O)NC([2H])([2H])[2H])NC1=NC=CC(=C1OC)C1=NC(=NS1)C 6-cyclopropaneamido-4-{[3-methoxy-4-(3-methyl-1,2,4-thiadiazol-5-yl)pyridin-2-yl]amino}-N-(2H3)methylpyridazine-3-carboxamide